FC1=C(N)C(=CC=C1C(F)(F)F)OC1=C(C=C(C=C1)F)C 2-fluoro-6-(4-fluoro-2-methyl-phenoxy)-3-(trifluoromethyl)aniline